C1(CC1)C(=O)N1CCC(CC1)N1N=CC(=C1)NC1=NC=C(C(=N1)C1=CC=C(C(=O)O)C=C1)C 4-(2-((1-(1-(Cyclopropanecarbonyl)piperidin-4-yl)-1H-pyrazol-4-yl)amino)-5-methylpyrimidin-4-yl)benzoic Acid